C(CS)(=O)OCC(CCCCOC(CS)=O)OC(CS)=O 1,2,6-hexanetriol trithioglycolate